methyl 4-amino-1-(4-(aminomethyl)phenyl)-2-oxo-7-(trifluoromethyl)-1,2-dihydroquinoline-3-carboxylate hydrochloride Cl.NC1=C(C(N(C2=CC(=CC=C12)C(F)(F)F)C1=CC=C(C=C1)CN)=O)C(=O)OC